1,1'-(decane-1,10-diyl)bis{4-[(E)-4-(dimethylamino)-2-nitrostyryl]-3-methylpyridin-1-ium} dibromide [Br-].[Br-].C(CCCCCCCCC[N+]1=CC(=C(C=C1)\C=C\C1=C(C=C(C=C1)N(C)C)[N+](=O)[O-])C)[N+]1=CC(=C(C=C1)\C=C\C1=C(C=C(C=C1)N(C)C)[N+](=O)[O-])C